2,7-dimethyl-9,10-bis(n-octanoyloxy)anthracene CC1=CC2=C(C3=CC(=CC=C3C(=C2C=C1)OC(CCCCCCC)=O)C)OC(CCCCCCC)=O